NC1=NC=NN2C1=C(C=C2C=2C=C(C(=C(C(=O)N[C@@H]1CN(C[C@@H]1F)C(=O)C1CC(CC1)(F)F)C2)F)F)C(F)(F)F 5-[4-amino-5-(trifluoromethyl)pyrrolo[2,1-f][1,2,4]triazin-7-yl]-N-[(3R,4S)-1-(3,3-difluorocyclopentanecarbonyl)-4-fluoropyrrolidin-3-yl]-2,3-difluorobenzamide